(S)-2-amino-5-cyclohexyl-N-methylpentanamide N[C@H](C(=O)NC)CCCC1CCCCC1